ClC1=CC=C(C=C1)[C@@]1(N(C(C2=CC(=CC(=C12)F)C(CCC)(C=1N=CN(C1)C)O)=O)CC1=CC=C(C=N1)C#N)O[C@@H]1COCC1 6-{[(1R)-1-(4-chloro-phenyl)-7-fluoro-5-[1-hydroxy-1-(1-methyl-1H-imidazol-4-yl)butyl]-3-oxo-1-[(3S)-oxolan-3-yloxy]-2,3-dihydro-1H-isoindol-2-yl]methyl}pyridine-3-carbonitrile